NC=1C(=NC2=C(NCCNC2=O)N1)C1=C(C(=CC=C1)Cl)Cl 3-amino-2-(2,3-dichlorophenyl)-5,6,7,8-tetrahydro-9H-pyrazino[2,3-e][1,4]diazepin-9-one